1-(7-bromo-1-oxoisoindolin-2-yl)dihydropyrimidine-2,4(1h,3h)-dione BrC=1C=CC=C2CN(C(C12)=O)N1C(NC(CC1)=O)=O